C(C1=CC=CC=C1)OC(=O)NC1CN(C1)C(=O)OC(C)(C)C tert-butyl 3-(benzyloxycarbonylamino)azetidine-1-carboxylate